ClC=1C=C2N(C(N1)=O)C[C@H]1N2COC1 (R)-6-chloro-10,10a-dihydro-1H-oxazolo[3',4':3,4]imidazo[1,2-c]pyrimidin-8(3H)-one